C1(=CC=CC=C1)CCCC1=NOC(=N1)[C@H]1N(CCC1)C(=O)OCC1=CC=CC=C1 Benzyl (S)-2-(3-(3-phenylpropyl)-1,2,4-oxadiazol-5-yl)pyrrolidine-1-carboxylate